tert-butyl(2-((2-((tert-butyldimethylsilyl)oxy)propyl)sulfonyl)ethyl)(methyl)carbamate C(C)(C)(C)OC(N(C)CCS(=O)(=O)CC(C)O[Si](C)(C)C(C)(C)C)=O